FC(CS(=O)(=O)NC1=C(C=CC2=C(C(=CC=C12)C)OC1=NC(=NC=C1C1=NC(=NC=C1)N[C@@H]1CNC[C@H](C1)F)C)F)(CC)F 2,2-difluoro-N-(2-fluoro-5-((2-(((3S,5S)-5-fluoropiperidin-3-yl)amino)-2'-methyl-[4,5'-bipyrimidin]-4'-yl)oxy)-6-methylnaphthalen-1-yl)butane-1-sulfonamide